NC1=NC2=CC(=CC=C2C=C1Cl)CN(C(=O)C=1C=NC(=CC1)N1CC(CC1)(F)F)C=1C(=NC=CC1)S(=O)(=O)C N-[(2-amino-3-chloroquinolin-7-yl)methyl]-6-(3,3-difluoropyrrolidin-1-yl)-N-(2-methanesulfonylpyridin-3-yl)pyridine-3-carboxamide